[NH4+].C(CN(CC(=O)[O-])CC(=O)[O-])N(CC(=O)[O-])CC(=O)[O-].[NH4+].[NH4+].[NH4+] (ethylenediaminetetraacetic acid) ammonium salt